cis-ethyl 5-[(tert-butyldimethylsilyl) oxy]-4-hydroxyoxepane-4-carboxylate [Si](C)(C)(C(C)(C)C)O[C@H]1[C@@](CCOCC1)(C(=O)OCC)O